tert-butyl 5-(hydroxymethyl)-3-(2-(methylamino)-2-oxoacetamido)-1H-indole-1-carboxylate tert-Butyl-5-bromo-3-(2-(methylamino)-2-oxoacetamido)-1H-indole-1-carboxylate C(C)(C)(C)OC(=O)N1C=C(C2=CC(=CC=C12)Br)NC(C(=O)NC)=O.OCC=1C=C2C(=CN(C2=CC1)C(=O)OC(C)(C)C)NC(C(=O)NC)=O